5-(2-((1R,5S)-3-(8-fluoro-7-(3-hydroxynaphthalen-1-yl)-2-(((S)-1-methylpyrrolidin-2-yl)methoxy)quinazolin-4-yl)-3,8-diazabicyclo[3.2.1]octan-8-yl)-2-oxoethyl)thiazolidine-2,4-dione FC=1C(=CC=C2C(=NC(=NC12)OC[C@H]1N(CCC1)C)N1C[C@H]2CC[C@@H](C1)N2C(CC2C(NC(S2)=O)=O)=O)C2=CC(=CC1=CC=CC=C21)O